(E)-3-(2-((methylthio)methyl)-4-nitrophenyl)but-2-en-1-ol CSCC1=C(C=CC(=C1)[N+](=O)[O-])/C(=C/CO)/C